ClC=1C(=C(C=C(C1)O)C1=CC=C2C(=NC(=NC2=C1F)OC[C@]12CCCN2C[C@@H](C1)F)N1C[C@@]2(CNC(O2)=O)CCC1)C1CC1 (S)-7-(7-(3-Chloro-2-cyclopropyl-5-hydroxyphenyl)-8-fluoro-2-(((2R,7aS)-2-fluorotetrahydro-1H-pyrrolizin-7a(5H)-yl)methoxy)quinazolin-4-yl)-1-oxa-3,7-diazaspiro[4.5]decan-2-one